(S)-4-(7-((5-methoxy-7-methyl-1H-indol-4-yl)methyl)-2-oxo-7-azaspiro[3.5]nonan-6-yl)benzoic acid COC=1C(=C2C=CNC2=C(C1)C)CN1[C@@H](CC2(CC(C2)=O)CC1)C1=CC=C(C(=O)O)C=C1